C(OC1=C(C=CC=C1)C1CCCCC1)(OC1=C(C=CC=C1)C1CCCCC1)=O di(cyclohexylphenyl) carbonate